ClC=1SC(=CN1)SC(C)C 2-chloro-5-(isopropylthio)thiazole